C(CCC)N(CCO)CCCC dibutylethanolamin